dimethyl (dicyclohexylmethylene)malonate C1(CCCCC1)C(C1CCCCC1)=C(C(=O)OC)C(=O)OC